2-benzylsulfanylphenylboric acid C(C1=CC=CC=C1)SC1=C(C=CC=C1)OB(O)O